3-methylhexylimidazole tetrafluoroborate F[B-](F)(F)F.CC(CCC=1NC=CN1)CCC